C(=O)(O)C1=CC=C(C=C1)C=1NC=CN1 L-4-carboxyphenylimidazole